C(=O)O.N[C@H]1C[C@@H](CC1)NC(=O)N1CCN(CC1)C(C1=C(C=C(C=C1)NC(=O)C=1N(C(=CN1)C=1C(=NN(C1)C1CC1)C(F)(F)F)C)Cl)=O N-((1R,3R)-3-aminocyclopentyl)-4-(2-chloro-4-(5-(1-cyclopropyl-3-(trifluoromethyl)-1H-pyrazol-4-yl)-1-methyl-1H-imidazole-2-carboxamido)benzoyl)piperazine-1-carboxamide formate